Tryptamine hydrochloride Cl.NCCC1=CNC2=CC=CC=C12